2-methoxy-5-morpholino-N-(3-(1-(trifluoromethyl)cyclopropyl)propyl)-1H-benzo[d]imidazole-1-carboxamide COC1=NC2=C(N1C(=O)NCCCC1(CC1)C(F)(F)F)C=CC(=C2)N2CCOCC2